[O-2].C1(=CC=CC2=C3C(=C4C=5C=CC=CC5CC4=C21)C=CC=C3)[Zr+](Cl)Cl.C3(=CC=CC2=C1C(=C4C=5C=CC=CC5CC4=C23)C=CC=C1)[Zr+](Cl)Cl (dibenzofluorenyl)dichloroZirconium oxide